O1CCOC2=C1C=CC=C2 2,3-dihydro-1,4-benzodioxine